(S)-2-((4-((6-((4-cyano-2-fluorophenoxy)methyl)pyridin-2-yl)amino)piperidine-1-yl)methyl)-1-(oxetan-2-ylmethyl)-1H-benzo[d]imidazole-6-carboxylic acid C(#N)C1=CC(=C(OCC2=CC=CC(=N2)NC2CCN(CC2)CC2=NC3=C(N2C[C@H]2OCC2)C=C(C=C3)C(=O)O)C=C1)F